Methyl 2-(2-fluoro-4-(2-phenylbenzo[d][1,3]dioxol-4-yl) benzyl)-1-(2-methoxyethyl)-1H-benzo[d]imidazole-6-carboxylate FC1=C(CC2=NC3=C(N2CCOC)C=C(C=C3)C(=O)OC)C=CC(=C1)C1=CC=CC=3OC(OC31)C3=CC=CC=C3